3-(5-((8-((4'-chloro-[1,1'-biphenyl]-2-yl)methyl)-3,8-diazabicyclo[3.2.1]octan-3-yl)methyl)-1-oxoisoindolin-2-yl)piperidine-2,6-dione ClC1=CC=C(C=C1)C1=C(C=CC=C1)CN1C2CN(CC1CC2)CC=2C=C1CN(C(C1=CC2)=O)C2C(NC(CC2)=O)=O